FC=1C=C(C=CC1F)C1=CC(=CC=C1)C(=O)N1CC(CCC1)C=1C=C(OC(C(=O)NC2CCNCC2)(C)C)C=CC1 (3-(1-(3',4'-difluoro-[1,1'-biphenyl]-3-carbonyl)piperidin-3-yl)phenoxy)-2-methyl-N-(piperidin-4-yl)propionamide